2-(Dimethylamino)-1-(3-(3-isopropyl-2-(8-methoxy-[1,2,4]triazolo[1,5-a]pyridin-6-yl)-1H-indol-5-yl)piperidin-1-yl)ethan-1-on CN(CC(=O)N1CC(CCC1)C=1C=C2C(=C(NC2=CC1)C=1C=C(C=2N(C1)N=CN2)OC)C(C)C)C